NC=1C(=C(C2=CC=CC=C2C1)C1=CC=CC2=CC=CC=C12)N diamino-1,1'-binaphthyl